2-[5-chloro-2-(4-chloro-phenyl)-6-fluoro-benzoimidazol-1-yl]-2,N-dicyclohexyl-acetamide ClC1=CC2=C(N(C(=N2)C2=CC=C(C=C2)Cl)C(C(=O)NC2CCCCC2)C2CCCCC2)C=C1F